NC1=NC=C(C=N1)\C=C(/F)\C=1C=C(C(=O)N[C@H]2CC3(CC3)C[C@@H]2O)C=CC1OC(F)F 3-[(1Z)-2-(2-aminopyrimidin-5-yl)-1-fluoroethenyl]-4-(difluoromethoxy)-N-[(5S,6S)-6-hydroxyspiro[2.4]heptan-5-yl]benzamide